ClC=1C(=NC(=NC1)C(=O)N[C@@H]1C(N(C2=C(OC1)C=C(C=N2)Cl)C)=O)C2=C(C(=C(C=C2)F)CO)F (S)-5-chloro-N-(8-chloro-5-methyl-4-oxo-2,3,4,5-tetrahydropyrido[3,2-b][1,4]oxazepin-3-yl)-4-(2,4-difluoro-3-(hydroxymethyl)phenyl)pyrimidine-2-carboxamide